FC1=CC=C(C=C1)C12CC(C1)(C2)C(CC(=O)O)NC(C2=CN=CC=C2)=O 3-(3-(4-fluorophenyl)bicyclo[1.1.1]pentan-1-yl)-3-(nicotinamido)propanoic acid